tert-butyl (R)-9-(4-cyano-2-fluorophenyl)-7,10-dioxo-6-(4-(trifluoromethyl)benzyl)-2,6,9-triazaspiro[4.5]decane-2-carboxylate C(#N)C1=CC(=C(C=C1)N1CC(N([C@@]2(CCN(C2)C(=O)OC(C)(C)C)C1=O)CC1=CC=C(C=C1)C(F)(F)F)=O)F